C(C)(C)C1=C(C(=CC=C1)C(C)C)NC(=O)NS(=O)(=O)C=1SC(=CN1)C(C)(C)O N-(2,6-diisopropylphenyl-carbamoyl)-5-(2-hydroxypropan-2-yl)thiazole-2-sulfonamide